N-(2,2'-dichloro-3'-(6-methoxy-5-(piperazin-1-ylmethyl)pyridin-2-yl)-[1,1'-biphenyl]-3-yl)-1,5-dimethyl-4,5,6,7-tetrahydro-1H-imidazo[4,5-c]pyridine-2-carboxamide ClC1=C(C=CC=C1NC(=O)C=1N(C2=C(CN(CC2)C)N1)C)C1=C(C(=CC=C1)C1=NC(=C(C=C1)CN1CCNCC1)OC)Cl